C1(CC1)C=1N=NN(C1)C(C(=O)N1[C@@H](C[C@H](C1)O)C=1SC2=C(N1)C=C(C=C2)OC)C(C)C 2-(4-cyclopropyl-1H-1,2,3-triazol-1-yl)-1-((2s,4r)-4-hydroxy-2-(5-methoxybenzo[d]thiazol-2-yl)pyrrolidin-1-yl)-3-methylbutan-1-one